(S)-(((S)-3-Methyl-2-(phosphonooxy)butanoyl)oxy)methyl 3-(4-(diisobutylamino)-3-(3-(p-tolyl)ureido)phenyl)pentanoate C(C(C)C)N(C1=C(C=C(C=C1)[C@H](CC(=O)OCOC([C@H](C(C)C)OP(=O)(O)O)=O)CC)NC(=O)NC1=CC=C(C=C1)C)CC(C)C